BrC1=CC(=CC=C1)NN 1-bromo-3-(1,2-diazaethyl)benzene